(R)-1-(4-(((R)-1-(3-(difluoromethyl)-2-fluorophenyl)ethyl)amino)quinolin-6-yl)pyrrolidin-3-ol FC(C=1C(=C(C=CC1)[C@@H](C)NC1=CC=NC2=CC=C(C=C12)N1C[C@@H](CC1)O)F)F